Niobium tri-tin [Sn].[Sn].[Sn].[Nb]